FC(C=1C(=C2N(C(C1)=O)C(CS2)C(=O)O)C2=CC(=CC=C2)C(F)(F)F)(C2=CC=CC1=CC=CC=C21)F 7-(difluoro(naphthalen-1-yl)methyl)-5-oxo-8-(3-(trifluoromethyl)phenyl)-2,3-dihydro-5H-thiazolo[3,2-a]pyridine-3-carboxylic acid